1,7-heptanedicarboxylic acid anhydride C1CCCCCCC(=O)OC1=O